N-(2-aminophenyl)-2-cyclohexyl-N'-(2-oxospiro[indoline-3,4'-tetrahydropyran]-6-yl)-propanediamide NC1=C(C=CC=C1)NC(C(C(=O)NC1=CC=C2C(=C1)NC(C21CCOCC1)=O)C1CCCCC1)=O